1-(4-fluoro-3-methoxyphenyl)azetidine FC1=C(C=C(C=C1)N1CCC1)OC